trans-4-((4-(2-Isopropyloxazol-4-yl) pyridine-2-yl)((trans-4-(5-methoxy-6-methylpyridin-2-yl)cyclohexyl)methyl) carbamoyl)cyclohexyl 3-hydroxyazetidine-1-carboxylate OC1CN(C1)C(=O)O[C@@H]1CC[C@H](CC1)C(N(C[C@@H]1CC[C@H](CC1)C1=NC(=C(C=C1)OC)C)C1=NC=CC(=C1)C=1N=C(OC1)C(C)C)=O